tetrathiaundecane SSSSCCCCCCC